C(=C)S(=O)(=O)OS(=O)(=O)C=C VINYLSULFONIC ANHYDRIDE